N,N'-bis(4-butyl-phenyl)-N,N'-bis(phenyl)benzidine C(CCC)C1=CC=C(C=C1)N(C1=CC=C(C=C1)C1=CC=C(N(C2=CC=CC=C2)C2=CC=C(C=C2)CCCC)C=C1)C1=CC=CC=C1